(2,4-difluorophenyl-4-trifluoromethylpyridine) iridium dichloride [Ir](Cl)Cl.FC1=C(C=CC(=C1)F)C1=NC=CC(=C1)C(F)(F)F